methyl 6-bromo-4-fluoro-pyridine-3-carboxylate BrC1=CC(=C(C=N1)C(=O)OC)F